fluoro-2-oxo-2,3-dihydro-1H-benzo[d]imidazole-1-carboxylic acid tert-butyl ester C(C)(C)(C)OC(=O)N1C(N(C2=C1C=CC=C2)F)=O